(R)-(1-(((3-(2-cyano-2-(5-cyanopyridin-2-yl)vinyl)phenylethoxy)carbonyl)amino)-2-phenylethyl)boronic acid C(#N)C(=CC=1C=C(C=CC1)CCOC(=O)N[C@@H](CC1=CC=CC=C1)B(O)O)C1=NC=C(C=C1)C#N